O=C1CN(CC1)C(=O)N 3-oxopyrrolidine-1-carboxamide